6-(2-((tert-butyldimethylsilyl)oxy)ethyl)picolinaldehyde [Si](C)(C)(C(C)(C)C)OCCC1=CC=CC(=N1)C=O